Cl.N[C@@H]1CN(CC1)C1=C(C=CC=2N(C(=NC21)C)C)NC(=O)C=2C(N(N=CC2)C2=C(C=CC=C2Cl)Cl)=O N-{4-[(3s)-3-aminopyrrolidin-1-yl]-1,2-dimethyl-1,3-benzodiazol-5-yl}-2-(2,6-dichlorophenyl)-3-oxopyridazine-4-carboxamide hydrochloride